2-(4-trifluoromethylphenyl)-4,5-dihydrooxazole FC(C1=CC=C(C=C1)C=1OCCN1)(F)F